Dipropyl-2,3-dichloro-maleic acid C(CC)OC(\C(=C(/C(=O)OCCC)\Cl)\Cl)=O